F[C@@]12[C@H](NC[C@@](CC1)(N2C(=O)OC(C)(C)C)F)C=C tert-butyl (1R,2R,5S)-1,5-difluoro-2-vinyl-3,8-diazabicyclo[3.2.1]octane-8-carboxylate